((Z)-2-(3-methylbut-2-enoxy)vinyl)benzene CC(=CCO\C=C/C1=CC=CC=C1)C